OC(C(=O)[O-])CN1N=CN=C1 2-hydroxy-3-(1H-1,2,4-triazol-1-yl)propanoate